2-Bromo-7-(1-(3-chlorobenzyl)piperidin-3-yl)pyrazolo[1,5-a]pyrimidine BrC1=NN2C(N=CC=C2C2CN(CCC2)CC2=CC(=CC=C2)Cl)=C1